FC(=C(CF)F)F 1,1,2,3-tetrafluoropropylene